ClC(OC1=CC=C(C=C1)NC(C1=CN=C(C(=C1)C1=CC=NN1)N1CCN(CC1)C1CCNCC1)=O)(F)F N-(4-(chlorodifluoromethoxy)phenyl)-6-(4-(piperidin-4-yl)piperazin-1-yl)-5-(1H-Pyrazol-5-yl)nicotinamide